S(=O)(=O)(C1=CC=C(C=C1)C=1C(=O)NC(C1)=O)C1=CC=C(C=C1)C=1C(=O)NC(C1)=O N'-(sulfonyldi-p-phenylene)bismaleimide